7-undecyl-benzo[c]acridine C(CCCCCCCCCC)C1=C2C=CC=CC2=NC=2C3=C(C=CC12)C=CC=C3